chloro-2-(5-(1,1-difluoroethyl)-1H-1,2,4-triazol-3-yl)-5-methoxy-1-methyl-3-(1H-pyrazol-4-yl)-1H-pyrrolo[3,2-b]pyridine ClC=1C=C2C(=NC1OC)C(=C(N2C)C2=NNC(=N2)C(C)(F)F)C=2C=NNC2